ClC1=C(C(=O)NC=2C(=C(C(=CC2)F)NC(CCCNC(OC(C)(C)C)=O)=O)F)C=C(C=C1)NC(=O)[C@@H]1C([C@H]1C1=CC(=C(C=C1)Cl)Cl)(Cl)Cl tert-butyl (4-((3-(2-chloro-5-((1R,3R)-2,2-dichloro-3-(3,4-dichlorophenyl)cyclopropane-1-carboxamido)benzamido)-2,6-difluorophenyl)amino)-4-oxobutyl)carbamate